1-(4-(2-cyanophenyl)-5-(isopropylthio)thiazol-2-yl)-4-(3-fluorophenyl)-3-methyl-1H-pyrazole-5-carboxylic acid C(#N)C1=C(C=CC=C1)C=1N=C(SC1SC(C)C)N1N=C(C(=C1C(=O)O)C1=CC(=CC=C1)F)C